C(CCC)N1C(CC(CC1(C)C)O)(C)C 1-butyl-4-Hydroxy-2,2,6,6-tetramethylpiperidine